3-(5-(4-((6-oxa-3-azabicyclo[3.1.1]heptan-3-yl)methyl)pyridin-2-yl)-1-oxoisoindolin-2-yl)piperidine-2,6-dione C12CN(CC(O1)C2)CC2=CC(=NC=C2)C=2C=C1CN(C(C1=CC2)=O)C2C(NC(CC2)=O)=O